O1CCN(CC1)CCCC1=CC=C(O1)CC(C(C)NNC(NCC)=S)NNC(NCC)=S 2,2'-(1-(5-(3-morpholinopropyl)furan-2-yl)butane-2,3-diyl)bis(N-ethylhydrazine-1-thiocarboxamide)